(S)-3-(2-((1-(4-methoxybenzyl)-6-oxo-5-(trifluoromethyl)-1,6-diHydropyridazin-4-yl)amino)propoxy)propionic acid COC1=CC=C(CN2N=CC(=C(C2=O)C(F)(F)F)N[C@H](COCCC(=O)O)C)C=C1